N-methyl-N-methoxyethyl-pyridinium C[N+]1(CC=CC=C1)CCOC